C1(=C(C(=C(C2=C(C(=C(C(=C12)[2H])[2H])[2H])[2H])[2H])[2H])[2H])B(O)O (naphthalene-1-yl-d7)boronic acid